O[C@H]1COCC[C@@H]1NC=1N=NC(=C2C1C=NC=C2)C2=CC=C1C(CCO1)=C2O 5-[4-[[(3R,4S)-3-Hydroxytetrahydropyran-4-yl]amino]pyrido[3,4-d]pyridazin-1-yl]-2,3-dihydrobenzofuran-4-ol